2-phenoxynonaethylene glycol acrylate C(C=C)(=O)O.O(C1=CC=CC=C1)C(CO)OCCOCCOCCOCCOCCOCCOCCOCCO